(S)-2-amino-3-phenylpropanoic acid N[C@H](C(=O)O)CC1=CC=CC=C1